OC[C@@H]1N(CCC1)C1=CC(=C(C#N)C=C1)C(F)(F)F R-4-(2-hydroxylmethylpyrrolidinyl)-2-trifluoromethyl-benzonitrile